ClC1=C(C#N)C=CC(=C1)N1CC2(CC1)CCN(CC2)C(C2=CC=C(C=C2)N2CC1CN(CC1C2)C2CCN(CC2)C=2C=C1C(N(C(C1=CC2)=O)C2C(NC(CC2)=O)=O)=O)=O 2-chloro-4-(8-(4-(5-(1-(2-(2,6-dioxopiperidin-3-yl)-1,3-dioxoisoindolin-5-yl)piperidin-4-yl)hexahydropyrrolo[3,4-c]pyrrol-2(1H)-yl)benzoyl)-2,8-diazaspiro[4.5]decan-2-yl)benzonitrile